(3-(methylcarbamoyl)-7-(trifluoromethyl)thieno[3,2-b]pyridin-5-yl)piperazine-1-carboxylic acid cyclopropylmethyl ester C1(CC1)COC(=O)N1C(CNCC1)C1=CC(=C2C(=N1)C(=CS2)C(NC)=O)C(F)(F)F